mono-sodium aminopentanoate NC(C(=O)[O-])CCC.[Na+]